C(C)(C)(C)OC(=O)N1CC(C1)C(=O)C12CC(C1)(C2)C2=C(C=C(C=C2)Cl)F 3-[3-(4-chloro-2-fluoro-phenyl)-1-bicyclo[1.1.1]pentanoyl]azetidine-1-carboxylic acid tert-butyl ester